6-[5-[4-[2-(aminomethyl)-3,3-difluoro-allyl]-5-oxo-tetrazol-1-yl]-3-thienyl]-1-methyl-3,4-dihydroquinolin-2-one trifluoroacetate FC(C(=O)O)(F)F.NCC(CN1N=NN(C1=O)C1=CC(=CS1)C=1C=C2CCC(N(C2=CC1)C)=O)=C(F)F